COC(=O)[C@H]1N(CCNC1)C(=O)OC(C)(C)C (S)-piperazine-1,2-dicarboxylic acid 1-tert-butyl ester 2-methyl ester